amino-2-methanesulfonyl-6-methyl-7H-pyrrolo[3,4-d]pyrimidin-5-one NC=1C2=C(N=C(N1)S(=O)(=O)C)CN(C2=O)C